ClC=1C(N(C(=CC1OCC=1C=NC=CC1F)C)C1=CC(=NC=C1C)C1=NC(=NC=C1)C(C)(C)O)=O (M)-3-chloro-4-((4-fluoropyridin-3-yl)methoxy)-2'-(2-(2-hydroxypropan-2-yl)pyrimidin-4-yl)-5',6-dimethyl-2H-[1,4'-bipyridin]-2-one